4-hydroxy-N-(quinolin-8-yl)picolinamide OC1=CC(=NC=C1)C(=O)NC=1C=CC=C2C=CC=NC12